2-(4H-1,2,4-triazol-3-yl)isoindoline-1,3-dione N=1N=C(NC1)N1C(C2=CC=CC=C2C1=O)=O